CC=1N(N=C2C1[N+](=CC=C2)[O-])C2COC2 3-methyl-2-(oxetan-3-yl)-2H-pyrazolo[4,3-b]Pyridine 4-oxide